FC1=NC=C(C(=O)N(C)CC[C@]2(CC\C=C\CCC2)O)C(=C1)C |r| rac-(S,E)-6-fluoro-N-(2-(1-hydroxycyclooct-4-en-1-yl)ethyl)-N,4-dimethylnicotinamide